N1(CCCC1)C1=CC=C(C=N1)NC(OC1=CC=CC=C1)=O phenyl (6-(pyrrolidin-1-yl)pyridin-3-yl)carbamate